5-chloro-8-(5,5-dimethyl-1,3-dioxan-2-yl)imidazo[1,5-a]Pyridine-6-carboxylic acid methyl ester COC(=O)C=1C=C(C=2N(C1Cl)C=NC2)C2OCC(CO2)(C)C